ClC1=NC(=CC(=C1)C(C)(C)NC(OCC1=CC=CC=C1)=O)C1(CCCC1)C benzyl (2-(2-chloro-6-(1-methylcyclopentyl)pyridin-4-yl)propan-2-yl)carbamate